C(=O)[O-].[NH2+]1CCCCCC1 azepan-1-ium formate